O=C1NC(CCC1N1C(C2=CC=CC(=C2C1=O)NCCOCCC(=O)N1CCN(CC1)C1=NC=C(C(=O)N2CCC(CC2)CCCCNC(\C=C\C=2C=NC=CC2)=O)C=C1)=O)=O (E)-N-(4-(1-(6-(4-(3-(2-((2-(2,6-dioxopiperidin-3-yl)-1,3-dioxoisoindolin-4-yl)amino)ethoxy)propanoyl)piperazin-1-yl)nicotinoyl)piperidin-4-yl)butyl)-3-(pyridin-3-yl)acrylamide